N-(3-hydroxybenzyl)-2-[(3R)-3-methyl-[1,4'-bipiperidine]-1'-yl]-1,3-thiazole-5-carboxamide OC=1C=C(CNC(=O)C2=CN=C(S2)N2CCC(CC2)N2C[C@@H](CCC2)C)C=CC1